2-(3,5-Dimethyl-pyrazin-2-yl)-2-[4-fluoro-3-(7-morpholin-4-yl-quinazolin-4-yl)-phenyl]acetamide CC=1C(=NC=C(N1)C)C(C(=O)N)C1=CC(=C(C=C1)F)C1=NC=NC2=CC(=CC=C12)N1CCOCC1